ethoxy-3,4-dihydrobenzofuran C(C)OC1OC=2C(C1)CC=CC2